tert-butyl (S)-2-(3-(4-(octyloxy)-3-(trifluoromethyl)phenyl)-1,2,4-oxadiazol-5-yl)-2,5-dihydro-1H-pyrrole-1-carboxylate C(CCCCCCC)OC1=C(C=C(C=C1)C1=NOC(=N1)[C@H]1N(CC=C1)C(=O)OC(C)(C)C)C(F)(F)F